OC1=C(C=C(C=C1)CCC=1OC(=CC1)CCCCCCCC)OC 2-[2-(4-Hydroxy-3-methoxyphenyl)ethyl]-5-octylfuran